ClC1=C(C(=CC=C1)F)C1=NN(C2=CC(=C(C=C2C1=O)F)N1N=C(N(C1=O)CC)CO)C(C)CCCC 3-(2-chloro-6-fluorophenyl)-7-(4-ethyl-3-(hydroxymethyl)-5-oxo-4,5-dihydro-1H-1,2,4-triazol-1-yl)-6-fluoro-1-(hex-2-yl)cinnolin-4(1H)-one